C(C)(=O)C1=CC2=C([N+](=C(N=[N+]2[O-])NCCC(=O)O)[O-])C=C1 7-acetyl-3-((2-carboxyethyl)amino)benzo[e][1,2,4]triazine-1,4-dioxide